OC1=CC=C(CNC2=NC=C3N=CN(C3=N2)[C@H]2[C@@H](O)[C@H](O)[C@H](O2)CO)C=C1 4-hydroxybenzylamino-9-β-D-arabinofuranosylpurine